tert-butyl ((3R,4S)-3-((((1s,4S)-4-(3-fluorophenyl)cyclohexyl)oxy)methyl)-1-(pyridazin-3-yl)piperidin-4-yl)carbamate FC=1C=C(C=CC1)C1CCC(CC1)OC[C@@H]1CN(CC[C@@H]1NC(OC(C)(C)C)=O)C=1N=NC=CC1